OC1=C2C=C(NC2=CC=C1)C(=O)O 4-hydroxy-1H-indole-2-carboxylic acid